5-nitrooxyvaleryl chloride [N+](=O)([O-])OCCCCC(=O)Cl